chromium(VI) trioxide [O-2].[O-2].[O-2].[Cr+6]